4-cyclopropyl-3-(3,3-difluoropyrrolidin-1-yl)-N-[(2S)-3,3-dimethyl-1-(methylamino)-1-oxobutan-2-yl]benzamide C1(CC1)C1=C(C=C(C(=O)N[C@H](C(=O)NC)C(C)(C)C)C=C1)N1CC(CC1)(F)F